4-(7-hydroxy-6-methoxy-4-oxo-4H-chromen-3-yl)phenolate OC1=C(C=C2C(C(=COC2=C1)C1=CC=C(C=C1)[O-])=O)OC